6-(1-(1-Cyclobutylazepan-4-yl)piperidin-4-yl)-1,4-dimethyl-2-(4-(methylsulfonyl)phenyl)-1H-benzo[d]imidazol C1(CCC1)N1CCC(CCC1)N1CCC(CC1)C=1C=C(C2=C(N(C(=N2)C2=CC=C(C=C2)S(=O)(=O)C)C)C1)C